2,6-dichloro-4-trifluoromethyl-nicotinic acid ClC1=C(C(=O)O)C(=CC(=N1)Cl)C(F)(F)F